ClC1=CC=C(C=C1)C1=NC(=NC(=N1)C(Cl)(Cl)Cl)C(Cl)(Cl)Cl 2-(p-chlorophenyl)-4,6-bis(trichloromethyl)s-triazine